6-(6'-amino-6-((dimethylamino)methyl)-2'-fluoro-5-morpholino-[2,3'-bipyridin]-5'-yl)-4-methylisoquinolin-1(2H)-one NC1=C(C=C(C(=N1)F)C1=NC(=C(C=C1)N1CCOCC1)CN(C)C)C=1C=C2C(=CNC(C2=CC1)=O)C